[Ni].N1=C(C=CC=C1)C(CN(C)C)N(C)C pyridyltetramethylethylenediamine nickel